iron-cobalt-nickel copper [Cu].[Ni].[Co].[Fe]